3-(tert-Butyl)-N-(2-chloro-4-(2-(3-oxo-2,3-dihydropyridazin-4-yl)-3H-imidazo[4,5-b]pyridin-7-yl)benzyl)-1,2,4-oxadiazole-5-carboxamide C(C)(C)(C)C1=NOC(=N1)C(=O)NCC1=C(C=C(C=C1)C1=C2C(=NC=C1)NC(=N2)C=2C(NN=CC2)=O)Cl